C[C@H]1N([C@H](CNC1)C)CC1=CC=C(C=C1)NC1=NC=CC(=N1)NC1=NC(=NC=C1)C1=NC(=CC=C1)C N2-[4-[[(2R,6S)-2,6-dimethylpiperazin-1-yl]methyl]phenyl]-N4-[2-(6-methyl-2-pyridyl)pyrimidin-4-yl]pyrimidine-2,4-diamine